1-methyl-4-nitro-1H-pyrazole-3-carboxylic acid CN1N=C(C(=C1)[N+](=O)[O-])C(=O)O